FC1(CNCCC1N1CCN(CC1)C1=CC=CC=2N(C(N(C21)C)=O)N2C(CCCC2=O)=O)F [4-[4-(3,3-difluoro-4-piperidinyl)piperazin-1-yl]-3-methyl-2-oxo-benzimidazol-1-yl]piperidine-2,6-dione